C1(=C(C=CC=C1)[C@@H]([C@H](C)O)C)C |r| rac-(2S,3S) and (2R,3R)-3-(o-tolyl)butan-2-ol